4-[6-[2-(4-chloro-2-fluoro-phenyl)ethyl]-2-pyridinyl]-3,6-dihydro-2H-pyridine-1-carboxylic acid tert-butyl ester C(C)(C)(C)OC(=O)N1CCC(=CC1)C1=NC(=CC=C1)CCC1=C(C=C(C=C1)Cl)F